[C@H]12CN(C[C@H](CC1)O2)C=2C1=C(N=C(N2)N2CCN(CC2)C)C(=C(N=C1)C1=CC(NC2=CC=C(C(=C12)C#C)F)=O)F 4-(4-((1R,5S)-8-oxa-3-azabicyclo[3.2.1]octan-3-yl)-8-fluoro-2-(4-methylpiperazin-1-yl)pyrido[4,3-d]pyrimidin-7-yl)-5-ethynyl-6-fluoroquinolin-2(1H)-one